FC1=C(CC(CNC(=O)C2=NN(C(N2)=O)C)CC(F)(F)F)C=CC(=C1)F N-(2-(2,4-difluorobenzyl)-4,4,4-trifluorobutyl)-1-methyl-5-oxo-4,5-dihydro-1H-1,2,4-triazole-3-carboxamide